(S)-5-hexanoyl-N-((S)-3-oxo-1-((S)-2-oxopyrrolidin-3-yl)-4-(trifluoromethoxy)butan-2-yl)-5-azaspiro[2.4]heptane-6-carboxamide C(CCCCC)(=O)N1CC2(CC2)C[C@H]1C(=O)N[C@@H](C[C@H]1C(NCC1)=O)C(COC(F)(F)F)=O